(4-((4-chlorobenzyl)amino)piperazin-1-yl)-8-nitro-6-(trifluoromethyl)-4H-benzo[e][1,3]thiazin-4-one ClC1=CC=C(CNN2CCN(CC2)C=2SC3=C(C(N2)=O)C=C(C=C3[N+](=O)[O-])C(F)(F)F)C=C1